CC=1N=C(SC1CCN1C(NC=2N=CNC2C1=O)=O)C(C(F)(F)F)(C)O 2-(4-methyl-2-(1,1,1-trifluoro-2-hydroxypropan-2-yl)thiazol-5-yl)ethyl-1H-purine-2,6(3H,7H)-dione